ClC=1C=C(C=2N(N1)C=CN2)[C@@H]2[C@H](C2)C2=CC=C1C(=NN(C1=C2)CC(F)(F)F)C(C)C 6-chloro-8-[(1S,2S)-2-[3-isopropyl-1-(2,2,2-trifluoroethyl)indazol-6-yl]cyclopropyl]imidazo[1,2-b]pyridazine